tert-butyl ((5-(1-isopropyl-4-(trifluoromethyl)-1H-imidazol-2-yl)pyrazin-2-yl)methyl)carbamate C(C)(C)N1C(=NC(=C1)C(F)(F)F)C=1N=CC(=NC1)CNC(OC(C)(C)C)=O